ClC=1C(=NC(=C(C1)F)F)F 3-chloro-2,5,6-trifluoro-pyridine